CC1(CC1)C1=CC=C(S1)C(=O)N 5-(1-methylcyclopropyl)thiophene-2-carboxamide